4-(2-(2-(2-(2-(4-aminophenoxy)ethoxy)ethoxy)ethoxy)ethylamino)-2-(2,6-dioxopiperidin-3-yl)isoindoline-1,3-dione NC1=CC=C(OCCOCCOCCOCCNC2=C3C(N(C(C3=CC=C2)=O)C2C(NC(CC2)=O)=O)=O)C=C1